FC1=C(C=CC(=C1)C(C)N1CCN(CC1)C)C=1C=C2C(=CC=NC2=CC1)NC=1C=CC2=C(N=CS2)C1 N-(6-(2-fluoro-4-(1-(4-methylpiperazin-1-yl)ethyl)phenyl)quinolin-4-yl)benzo[d]thiazol-5-amine